CN1C(=NC2=C1C=CC=C2)CN2N=C1N([C@H](CCC1)C(=O)N1CCCC1)C2=O |r| (5RS)-2-[(1-Methyl-1H-benzimidazol-2-yl)methyl]-5-(pyrrolidin-1-ylcarbonyl)-5,6,7,8-tetrahydro[1,2,4]triazolo[4,3-a]pyridin-3(2H)-one